COC=1C=C(C=CC1)N1C(=NC2=CC=CC=C2C1=O)C 3-(3-methoxyphenyl)-2-methylquinazolin-4(3H)-one